3-Chloro-2-(2-chloroethoxy)-5-(2-(4-((2-(piperazin-1-yl)pyrimidin-4-yl)methoxy)benzeneyl)propan-2-yl)benzonitrile ClC=1C(=C(C#N)C=C(C1)C(C)(C)C1=CC=C(C=C1)OCC1=NC(=NC=C1)N1CCNCC1)OCCCl